(R)-3-Phenyl-3-(1-(trifluoromethyl)cyclopropyl)propanoic acid C1(=CC=CC=C1)[C@@H](CC(=O)O)C1(CC1)C(F)(F)F